CC(=CCC#N)CCCCCCCC 4-methyldodeca-3-enenitrile